ClC1=NC=CC(=N1)C#CC(C)CCC(C)(O[Si](C)(C)C)C 2-chloro-4-(3-methyl-3-((trimethylsilyl)oxy)butyl-1-butyn-1-yl)pyrimidine